2-(4-pyridinyl)-5-amino-4-hydroxy-3(2H)-furanone N1=CC=C(C=C1)C1OC(=C(C1=O)O)N